ClC=1C(=NC(=NC1)NC1=C(C=C(C(=C1)C)C1CCC2(OCCO2)CC1)OC1CC1)NC=1C(=NN(C1)C)S(=O)(=O)C(C)C 5-chloro-N2-(2-cyclopropoxy-5-methyl-4-(1,4-dioxa-spiro[4.5]dec-8-yl)phenyl)-N4-(3-(isopropylsulfonyl)-1-methyl-1H-pyrazol-4-yl)pyrimidin-2,4-diamine